[N+](=[N-])=CC(CC[C@@H](C(=O)OC(C)C)NC([C@H](CC1=CNC2=CC(=CC=C12)F)OC)=O)=O isopropyl (S)-6-diazo-2-((S)-3-(6-fluoro-1H-indol-3-yl)-2-methoxypropanamido)-5-oxohexanoate